2-(4-methacryloxydipropoxyphenyl)-2-(4-methacryloxytriethoxyphenyl)propane C(C(=C)C)(=O)OC1=C(C(=C(C=C1)C(C)(C)C1=C(C(=C(C(=C1)OCC)OC(C(=C)C)=O)OCC)OCC)OCCC)OCCC